1,5-bis(3-methoxy-4-tetradecyloxyphenyl)penta-1,4-dien COC=1C=C(C=CC1OCCCCCCCCCCCCCC)C=CCC=CC1=CC(=C(C=C1)OCCCCCCCCCCCCCC)OC